2-chloro-N-(2-chloro-6-(trifluoromethyl)pyridin-4-yl)-8-methyl-8-(trifluoromethyl)-7,8-dihydro-6H-pyrazolo[1,5-a]pyrrolo[2,3-e]pyrimidine-6-carboxamide ClC1=NN2C(N=CC3=C2C(CN3C(=O)NC3=CC(=NC(=C3)C(F)(F)F)Cl)(C(F)(F)F)C)=C1